FC1=C(C=C(C=C1)CN1CCCCC1)C1=NC=2C=CNC(C2C(=C1)NC1=NC=C(C=C1)N1CCC(CC1)O)=O 2-[2-fluoro-5-(1-piperidyl-methyl)phenyl]-4-[[5-(4-hydroxy-1-piperidyl)-2-pyridyl]amino]-6H-1,6-naphthyridin-5-one